methyl (2S)-2-(tert-butoxycarbonylamino)-3-(1-piperidyl)propanoate C(C)(C)(C)OC(=O)N[C@H](C(=O)OC)CN1CCCCC1